C(C)(C)(C)OC([C@@H](CC1=CC(=CC=C1)CN1CCNCC1)[C@@H]1CN(CC1)C(=O)OC(C)(C)C)=O Tert-butyl (R)-3-((S)-1-(tert-butoxy)-1-oxo-3-(3-(piperazin-1-ylmethyl)phenyl)propan-2-yl)pyrrolidine-1-carboxylate